2-((2-chloropyrimidin-4-yl)amino)-1-fluoro-5,6,8,9,10,11-hexahydro-7H-pyrido[3',4':4,5]pyrrolo[2,3-f]isoquinolin-7-one ClC1=NC=CC(=N1)NC=1N=CC=2CCC3=C(C2C1F)NC1=C3C(NCC1)=O